(1S,3S)-3-((2-ethyl-6-(1-methyl-5-(((propoxycarbonyl)amino)methyl)-1H-1,2,3-triazol-4-yl)pyridin-3-yl)oxy)cyclohexane-1-carboxylic acid C(C)C1=NC(=CC=C1O[C@@H]1C[C@H](CCC1)C(=O)O)C=1N=NN(C1CNC(=O)OCCC)C